2'-Chloro-N-(5-(5-chloro-6-methyl-picolinoyl)-5,6-dihydro-4H-pyrrolo[3,4-d]thiazol-2-yl)-5'-methoxy-6-methyl-[4,4'-bipyridine]-3-carboxamide ClC1=NC=C(C(=C1)C1=C(C=NC(=C1)C)C(=O)NC=1SC2=C(N1)CN(C2)C(C2=NC(=C(C=C2)Cl)C)=O)OC